ClC=1C(=C(C=CC1)C1=CC(=CC=C1)COC1=NC=C(N=C1C)C=O)C chloro-3'-(((5-formyl-3-methylpyrazin-2-yl)oxy)methyl)-2-methyl-[1,1'-biphenyl]